5-bromo-2,2-difluoro-6-nitrobenzo[d][1,3]Dioxole BrC1=CC2=C(OC(O2)(F)F)C=C1[N+](=O)[O-]